(4-chlorophenyl)tetrahydro-2H-pyran-2-one ClC1=CC=C(C=C1)C1C(OCCC1)=O